ClC=1C(=CC(=NC1)C1(CCN(CC1)C)O)NC(OC(C)(C)C)=O tert-butyl (5-chloro-2-(4-hydroxy-1-methylpiperidin-4-yl)pyridin-4-yl)carbamate